2-[1,1'-Biphenyl]-4-yl-4-(4-bromophenyl)-6-phenyl-1,3,5-triazine C1(=CC=C(C=C1)C1=NC(=NC(=N1)C1=CC=C(C=C1)Br)C1=CC=CC=C1)C1=CC=CC=C1